FC(C1=C(C=CC=C1)COC1=NC=C(C=N1)C=O)(F)F 2-{[2-(trifluoromethyl)phenyl]methoxy}pyrimidine-5-carbaldehyde